tert-Butyl(tert-butoxycarbonyl)(3-ethynyl-5-(4-(isopropylsulfonyl)phenyl)pyrazin-2-yl)carbamate C(C)(C)(C)OC(N(C1=NC=C(N=C1C#C)C1=CC=C(C=C1)S(=O)(=O)C(C)C)C(=O)OC(C)(C)C)=O